Cl.Cl.C1(=CC=CC=C1)C1CC(NCC1)C(=O)N 4-phenylpiperidine-2-carboxamide dihydrochloride